FC(CO)(C)C 2-fluoro-2-methylpropanol